[Cu].NC=1N(NOC1)N[N+](=O)[O-] 4-amino-3-nitroaminooxadiazole copper